pyrimidine-2-carboxylic acid N1=C(N=CC=C1)C(=O)O